N-((3-chloro-5-((2-oxo-2,3-dihydro-1H-benzo[d]imidazol-1-yl)methyl)thiophen-2-yl)methyl)acetamide ClC1=C(SC(=C1)CN1C(NC2=C1C=CC=C2)=O)CNC(C)=O